OC=1C=C(C2=CC=CC=C2C1)C1=CC=C2C(=NC(=NC2=C1)OCC12CCCN2CCC1)N1C[C@H]2CC[C@@H](C1)N2C(=O)N (1R,5S)-3-(7-(3-hydroxynaphthalen-1-yl)-2-((tetrahydro-1H-pyrrolizin-7a(5H)-yl)methoxy)quinazolin-4-yl)-3,8-diazabicyclo[3.2.1]octane-8-carboxamide